(1R,5S,6r)-N-methyl-3-[1-(propan-2-yl)-1H-imidazole-4-carbonyl]-N-[1-(trifluoromethyl)cyclopropyl]-3-azabicyclo[3.1.0]hexane-6-carboxamide CN(C(=O)C1[C@H]2CN(C[C@@H]12)C(=O)C=1N=CN(C1)C(C)C)C1(CC1)C(F)(F)F